8-isopropyl-6-(methylsulfonyl)pyrido[3,4-d]pyrimidine-2,8-diamine C(C)(C)C1(NC(=CC2=C1N=C(N=C2)N)S(=O)(=O)C)N